ClC=1C(=C(C=CC1)NC=1C2=C(N=CN1)C=C(C(=N2)C2CNCCC2)F)F N-(3-chloro-2-fluoro-phenyl)-7-fluoro-6-(3-piperidyl)pyrido[3,2-d]pyrimidin-4-amine